(17,17,17-trifluoroheptadecyl)magnesium bromide FC(CCCCCCCCCCCCCCCC[Mg]Br)(F)F